ClC1=CC=C(C=2CCC12)C(C(CO)C1=CC=CC=C1)=O 1-(5-chlorobicyclo[4.2.0]oct-1(6),2,4-triene-2-yl)-3-hydroxy-2-phenylpropan-1-one